CC1=C(CC(N)C)C=CC2=C1C2 2-methyl-3,4-methyleneamphetamine